2-mercaptoethyl-trimethoxysilane SCC[Si](OC)(OC)OC